N1SCC2=C1C(=CC=C2)N 1,3-dihydro-2,1-benzothiazol-7-amine